6-(1-(3-Chloropyridin-2-yl)-3-(2,2,2-trifluoroethoxy)-1H-pyrazol-5-carboxamido)-N,5-dimethylpyrazolo[1,5-a]pyridin-7-carboxamid ClC=1C(=NC=CC1)N1N=C(C=C1C(=O)NC=1C(=CC=2N(C1C(=O)NC)N=CC2)C)OCC(F)(F)F